C1C(CC1OC2=CC=[N+](C=C2)CC3=CC=CC=C3)OCC4=CC=CC=C4.[Br-] 1-benzyl-4-((1r,3r)-3-(benzyloxy)cyclobutoxy)pyridin-1-ium bromide